acryloyl-propyl-methyl-diethoxysilane C(C=C)(=O)C(C)O[Si](OCC)(C)CCC